(4-[(3-PHENYLPROP-2-YN-1-YL)OXY]PHENYL)BORANEDIOL C1(=CC=CC=C1)C#CCOC1=CC=C(C=C1)B(O)O